O1C(=CC=C1)CNC=1C2=C(N=NC1)C(=CS2)C N-(furan-2-ylmethyl)-7-methylthieno[3,2-c]pyridazin-4-amine